acetic acid [(2S)-2-acetoxy-2-[(2R,3R,4R,5R)-3,4-diacetoxy-5-[2-(2-methylpropanamido)-6-oxo-1H-purin-9-yl] tetrahydrofuran-2-yl] ethyl] ester C(C)(=O)O[C@@H](COC(C)=O)[C@H]1O[C@H]([C@@H]([C@@H]1OC(C)=O)OC(C)=O)N1C=2N=C(NC(C2N=C1)=O)NC(C(C)C)=O